FC1=CC=C2C(=CNC2=C1F)C1CN(CCC1)C 6,7-difluoro-3-(1-methylpiperidin-3-yl)-1H-indole